C1(CC1)C1=CC(=CC(=N1)NC(=O)C=1C(N(C=C(C1)C1CNCC1)CC1CC1)=O)C1=C(C=C(C=C1)F)C1=NN=CN1C N-[6-cyclopropyl-4-[4-fluoro-2-(4-methyl-1,2,4-triazol-3-yl)phenyl]pyridin-2-yl]-1-(cyclopropylmethyl)-2-oxo-5-pyrrolidin-3-ylpyridine-3-carboxamide